O1CCC(CC1)C#CC=1SC(=CN1)C=1C=C2C(=CN=CC2=CC1)CN1CCC(CC1)C(=O)OCC ethyl 1-((6-(2-((tetrahydro-2H-pyran-4-yl)ethynyl)thiazol-5-yl)isoquinolin-4-yl)methyl)piperidine-4-carboxylate